O[C@@](CN1N=CC(=C1)C#N)(C)[C@H]1CC[C@H]2[C@@H]3CC[C@@H]4C[C@](CC[C@@H]4[C@H]3CC[C@]12C)(CCC)O 1-((S)-2-hydroxy-2-((3R,5R,8R,9R,10S,13S,14S,17S)-3-hydroxy-13-methyl-3-propylhexadecahydro-1H-cyclopenta[a]phenanthren-17-yl)propyl)-1H-pyrazole-4-carbonitrile